C(=O)(O)C(C)CCC 2-carboxyl-pentane